NC1=NC=NN2C1=CC=C2[C@H]2[C@@H]([C@@H]([C@@](O2)(C#N)COP(=O)(OC2=CC=CC=C2)N[C@H](C(=O)OC2CCC2)C)O)O (2S)-cyclobutyl 2-(((((2R,3S,4R,5S)-5-(4-aminopyrrolo[2,1-f][1,2,4]triazin-7-yl)-2-cyano-3,4-dihydroxytetrahydrofuran-2-yl)methoxy)(phenoxy)phosphoryl)amino)propanoate